C1(CCCC1)N1C[C@H](N(S(C2=C1C=C(C(=C2)OCC(C(=O)O)(C)C)C(F)(F)F)(=O)=O)C)CCC(C)(F)F (R)-3-((5-cyclopentyl-3-(3,3-difluorobutyl)-2-methyl-1,1-dioxido-7-(trifluoromethyl)-2,3,4,5-tetrahydrobenzo[f][1,2,5]thiadiazepin-8-yl)oxy)-2,2-dimethylpropanoic acid